1-methyl-2-((4,5,6,7-tetrahydrothiazolo[5,4-c]pyridin-2-yl)amino)-1H-benzo[d]imidazole-5-carboxylic acid trifluoroacetate salt FC(C(=O)O)(F)F.CN1C(=NC2=C1C=CC(=C2)C(=O)O)NC=2SC=1CNCCC1N2